2-cyclopropyl-3,4-dihydropyrrolo[1,2-a]pyrazin-1(2H)-one C1(CC1)N1C(C=2N(CC1)C=CC2)=O